5-bromo-2-fluoro-N,N-bis[(4-methoxyphenyl)methyl]-3-methyl-aniline BrC=1C=C(C(=C(N(CC2=CC=C(C=C2)OC)CC2=CC=C(C=C2)OC)C1)F)C